O[C@@H](CNC1=NN(C2=C1N=C(N=C2O)C(F)(F)F)C2OCCCC2)CN2CC=1NC3=CC=CC=C3C1CC2 (((S)-2-hydroxy-3-(1,3,4,9-tetrahydro-2H-pyrido[3,4-b]indol-2-yl)propyl)amino)-1-(tetrahydro-2H-pyran-2-yl)-5-(trifluoromethyl)-1H-pyrazolo[4,3-d]pyrimidin-7-ol